COC(=O)C=1C=C2C(=CN1)NC=C2 1H-pyrrolo[2,3-c]Pyridine-5-carboxylic acid methyl ester